N-((5-(2,6-dioxopiperidin-3-yl)-4-oxo-5,6-dihydro-4H-thieno[3,4-c]pyrrol-1-yl)methyl)-2,2-difluoro-2-(4-fluorophenyl)acetamide O=C1NC(CCC1N1CC=2C(C1=O)=CSC2CNC(C(C2=CC=C(C=C2)F)(F)F)=O)=O